1-((6-(2,6-dichloro-4-(6-cyano-3,5-dioxo-4,5-dihydro-1,2,4-triazin-2(3H)-yl)phenoxy)-4-isopropylpyridazin-3-yl)oxy)ethyl isopropyl carbonate C(OC(C)OC=1N=NC(=CC1C(C)C)OC1=C(C=C(C=C1Cl)N1N=C(C(NC1=O)=O)C#N)Cl)(OC(C)C)=O